BrCCCCCCCCCCOC(F)F 1-bromo-10-(difluoromethoxy)decane